CC1=NN(C(=C1)C1CC2(CN(C2)C=O)C1)C1=C(C=CC=C1)C (6-(3-methyl-1-(o-tolyl)-1H-pyrazol-5-yl)-2-azaspiro[3.3]heptan-2-yl)methanone